BrC=1C=NN(C1)C1CCS(CC1)(=NC)=O 4-(4-bromopyrazol-1-yl)-1-methylimino-thiane 1-oxide